CC(C)=CCCC(C)CCO Beta-citronellol